[C@@H]1([C@H](O)[C@@H](O)[C@H](O)[C@H](O1)CO)O[C@@H]([C@@H]([C@H](C(=O)O)O)O)[C@H](O)CO β-D-glucosyl-(1→4)-D-gluconic acid